BrC1=NC(=NC=C1)OCC1=C(C=C(C=C1)Cl)Cl 4-bromo-2-[(2,4-dichlorophenyl)methoxy]pyrimidine